C(C)(C)(C)OC(=O)N1C(OC[C@@H]1[C@@H]([C@H](CO)C1CC1)O[Si](C)(C)C(C)(C)C)(C)C (4R)-4-((1R,2S)-1-{[tert-butyl-(dimethyl)silyl]oxy}-2-cyclopropyl-3-hydroxypropyl)-2,2-dimethyl-1,3-oxazolidine-3-carboxylic acid tert-butyl ester